CN1N=CC(=C1)C1=C(C=C(C(=C1)[N+](=O)[O-])OCC(F)(F)F)N1CCC(CC1)N1CCN(CC1)C(=O)OC(C)(C)C tert-butyl 4-(1-(2-(1-methyl-1H-pyrazol-4-yl)-4-nitro-5-(2,2,2-trifluoroethoxy)phenyl)piperidin-4-yl)piperazine-1-carboxylate